5-(((2S,5R)-5-isopropyl-3,6-dimethoxy-2,5-dihydropyrazin-2-yl)methyl)-8-(4-methyl-3-(trifluoromethyl)pyridin-2-yl)imidazo[1,2-a]pyridine C(C)(C)[C@H]1N=C([C@@H](N=C1OC)CC1=CC=C(C=2N1C=CN2)C2=NC=CC(=C2C(F)(F)F)C)OC